FC=1C(=C(C=CC1)C=1CCCC2=C(C1C1=CC(=C(C=C1)CC1CN(C1)CCCF)F)C=CC=C2)C 8-(3-Fluoro-2-methylphenyl)-9-(3-fluoro-4-((1-(3-fluoropropyl)azetidin-3-yl)methyl)phenyl)-6,7-dihydro-5H-benzo[7]annulen